tributyl 2-acetyloxypropane-1,2,3-tricarboxylate C(C)(=O)OC(CC(=O)OCCCC)(CC(=O)OCCCC)C(=O)OCCCC